2-(2-((2-ethyl-6-(1-(methylsulfonyl)piperidin-4-yl)imidazo[1,2-a]pyridin-3-yl)(methyl)amino)-5-methylthiazol-4-yl)-5-fluorobenzonitrile C(C)C=1N=C2N(C=C(C=C2)C2CCN(CC2)S(=O)(=O)C)C1N(C=1SC(=C(N1)C1=C(C#N)C=C(C=C1)F)C)C